1-(4-(7-(3-(benzyloxy)naphthalen-1-yl)-2-(2-(dimethylamino)ethoxy)-5,6,7,8-tetrahydropyrido[3,4-d]pyrimidin-4-yl)-3-(((tert-butyldimethylsilyl)oxy)methyl)piperazin-1-yl)prop-2-en-1-one C(C1=CC=CC=C1)OC=1C=C(C2=CC=CC=C2C1)N1CC=2N=C(N=C(C2CC1)N1C(CN(CC1)C(C=C)=O)CO[Si](C)(C)C(C)(C)C)OCCN(C)C